4,6-diamino-2-methylthiopyrimidine-5-sulfonic acid NC1=NC(=NC(=C1S(=O)(=S)O)N)C